ClC=1C=C(C=CC1)C=1N(N=C2[C@@H](N(CCC21)C(=O)C=2C=C1C(=NC2)C=CO1)C)C (S)-(3-(3-chlorophenyl)-2,7-dimethyl-2,4,5,7-tetrahydro-6H-pyrazolo[3,4-c]pyridin-6-yl)(furo[3,2-b]pyridin-6-yl)methanone